C1(=C(C=CC=C1)OCCN1C2=C(N(CCC1)C(=O)C1=CC=C(C=C1)NC(=O)C=1C(=CC=CC1)C1=CC=CC=C1)C=CC=C2)C N-(4-(5-(2-(o-tolyloxy)ethyl)-2,3,4,5-tetrahydro-1H-benzo[b][1,4]diazepine-1-Carbonyl)phenyl)-[1,1'-biphenyl]-2-carboxamide